FC(C)(F)C1=NC(=CC(=N1)N1CC2(C=3C=NC(=CC31)NC(C)=O)CC2)O N-(1'-(2-(1,1-difluoroethyl)-6-hydroxypyrimidin-4-yl)-1',2'-dihydrospiro[cyclopropane-1,3'-pyrrolo[3,2-c]pyridin]-6'-yl)acetamide